6-(difluoromethyl)-5-(4-((5-fluoro-2-methyl-3-oxo-4H-quinoxalin-6-yl)methyl)piperazin-1-yl)-N-(methyl-d3)pyridine-2-carboxamide FC(C1=C(C=CC(=N1)C(=O)NC([2H])([2H])[2H])N1CCN(CC1)CC=1C(=C2NC(C(=NC2=CC1)C)=O)F)F